C(#N)C=1C(=NC(=CC1N1C[C@@H]2C([C@@H]2C1)CC(=O)OC)C(F)(F)F)N1[C@H](CC1)C methyl 2-((1R,5S,6R)-3-(3-cyano-2-((S)-2-methylazetidin-1-yl)-6-(trifluoromethyl)pyridin-4-yl)-3-azabicyclo[3.1.0]hexan-6-yl)acetate